4-HYDROXYINDOL OC1=C2C=CNC2=CC=C1